methyl (2E)-3-(2-cyclopropyl-1-oxo-1,2,3,4-tetrahydropyrrolo-[1,2-a]pyrazin-6-yl)prop-2-enoate C1(CC1)N1C(C=2N(CC1)C(=CC2)/C=C/C(=O)OC)=O